C1(=CC=CC=C1)N1N=NC(=C1N1CCOCC1)CC1=CC=CC=C1 1-phenyl-4-benzyl-5-morpholinyl-1,2,3-triazole